C(C)(C)(C)OC(=O)NC=1C=C(C=CC1)OB(O)O 3-(tert-butoxycarbonylamino)phenylboric acid